ethyl P-(4-(5-(chlorodifluoromethyl)-1,2,4-oxadiazol-3-yl)phenyl)-N-(2,4-difluorophenyl)phosphonamidate ClC(C1=NC(=NO1)C1=CC=C(C=C1)P(OCC)(=O)NC1=C(C=C(C=C1)F)F)(F)F